4-(3-Chloro-2-fluoro-6-methoxyphenyl)-N-(5-methoxythiazolo[5,4-b]pyridin-2-yl)-6-methylnicotinamide ClC=1C(=C(C(=CC1)OC)C1=CC(=NC=C1C(=O)NC=1SC2=NC(=CC=C2N1)OC)C)F